(E)-4-chloro-N-(4-(8-(4-chloro-1,2,6-trimethyl-1H-benzo[d]imidazol-5-yl)-1-(hydroxymethyl)indolizine-3-carbonyl)-2,6-difluorophenyl)but-2-enamide ClC/C=C/C(=O)NC1=C(C=C(C=C1F)C(=O)C1=CC(=C2C(=CC=CN12)C1=C(C2=C(N(C(=N2)C)C)C=C1C)Cl)CO)F